ClC1=C(C=C(OCC(=O)NC23CC(C2)(C3)C=3OC(=NN3)S)C=C1)F 2-(4-chloro-3-fluorophenoxy)-N-(3-(5-mercapto-1,3,4-oxadiazol-2-yl)bicyclo[1.1.1]pentan-1-yl)acetamide